tert-Butyl 3-(4-(2-(2-(tert-butoxycarbonylamino)acetyl)hydrazinecarbonyl) thiazole-2-carbonyl)-1H-indole-1-carboxylate C(C)(C)(C)OC(=O)NCC(=O)NNC(=O)C=1N=C(SC1)C(=O)C1=CN(C2=CC=CC=C12)C(=O)OC(C)(C)C